N1CCC(CC1)C=1C=NC(=NC1)N1CC2N(C=3C(=NN=C(C3)C3=C(C=CC=C3)O)NC2)CC1 2-(8-(5-(piperidin-4-yl)pyrimidin-2-yl)-6,6a,7,8,9,10-hexahydro-5H-pyrazino[1',2':4,5]pyrazino[2,3-c]pyridazin-2-yl)phenol